BrC1=CC=C2CC(N(C(C2=C1)=O)CC(CCCCCCCCCCCC)CCCCCCCCCC)=O 7-bromo-2-(2-decyltetradecyl)isoquinoline-1,3(2H,4H)-dione